carbon sodium dithionate S(=O)(=O)([O-])S(=O)(=O)[O-].[Na+].[C+4]